3-(N,N-bis[2-hydroxyethyl]amino)2-hydroxypropanesulfonic acid OCCN(CCO)CC(CS(=O)(=O)O)O